C=CC=CCCCCCCCCCCCCCCCCCC 1,3-Docosadiene